2-hydroxy-N-methyl-2,3-dihydro-1H-indene-2-carboxamide OC1(CC2=CC=CC=C2C1)C(=O)NC